[Cl-].C[N+](CCC[Si](C)(C)C)(CCCCCCCCCCCCCCCC)C dimethyl-hexadecyl-[3-trimethylsilylpropyl]ammonium chloride